tert-butyl 4-[2-(4-tert-butoxycarbonylpiperazin-1-yl)-3-chloro-6-quinolyl]-3-oxo-piperazine-1-carboxylate C(C)(C)(C)OC(=O)N1CCN(CC1)C1=NC2=CC=C(C=C2C=C1Cl)N1C(CN(CC1)C(=O)OC(C)(C)C)=O